methyl 2-(6-chloro-7-((3,4-difluorophenyl) carbamoyl)-2,3-dihydro-1H-pyrrolizin-5-yl)-2-oxoacetate ClC1=C(N2CCCC2=C1C(NC1=CC(=C(C=C1)F)F)=O)C(C(=O)OC)=O